((1R)-2-(benzofuran-3-yl)-1-(2-benzyl-3-((3-methoxybenzyl)amino)-3-oxopropanamido)ethyl)boronic acid O1C=C(C2=C1C=CC=C2)C[C@H](NC(C(C(=O)NCC2=CC(=CC=C2)OC)CC2=CC=CC=C2)=O)B(O)O